N-[3-(1,1-difluoroethyl)phenyl]-5-[4-(difluoromethoxy)-3-phenyl-phenyl]-3-methyl-pyrazine-2-carboxamide FC(C)(F)C=1C=C(C=CC1)NC(=O)C1=NC=C(N=C1C)C1=CC(=C(C=C1)OC(F)F)C1=CC=CC=C1